O=C1NC(CCC1N1C(N(C2=C1C=CC(=C2)CN2CCN(CC2)C(=O)OC(C)(C)C)C)=O)=O tert-butyl 4-[[1-(2,6-dioxo-3-piperidyl)-3-methyl-2-oxo-benzimidazol-5-yl]methyl]piperazine-1-carboxylate